S1C(=CC=C1)C1=CC=C(C=2C1=NSN2)C=2SC=CC2 4,7-di(thiophene-2-yl)benzo[1,2,5]thiadiazole